NCC(=O)OCC1=C(C(=CC=C1)C=1OC(=NN1)C=1C(=C(C=CC1)C1=CC=CC=C1)C)Cl (2-chloro-3-(5-(2-methyl-[1,1'-biphenyl]-3-yl)-1,3,4-oxadiazol-2-yl) benzyl) glycinate